FC1=C(CN2CCN(CC2)C2=C(N=C3C(=N2)C=NC(=C3)C=C(C)C)C=3C=NN(C3)C)C=CC(=C1)F 3-(4-(2,4-difluorobenzyl)piperazin-1-yl)-2-(1-methyl-1H-pyrazol-4-yl)-7-(2-methylprop-1-en-1-yl)pyrido[3,4-b]pyrazine